6-benzyl-3-(((5-chloro-1,4-dihydroquinazolin-2-yl)thio)methyl)-5,6-dihydroimidazo[2,1-b]thiazole C(C1=CC=CC=C1)C1N=C2SC=C(N2C1)CSC=1NC2=CC=CC(=C2CN1)Cl